C1(CC1)S(=O)(=O)NC=1SC=C(N1)C(CCOC)NC(C1=CC=C(C=C1)C1=NC(=CN=C1)OCC)=O N-(1-(2-(cyclopropanesulfonamido)thiazol-4-yl)-3-methoxypropyl)-4-(6-ethoxy-pyrazin-2-yl)benzamide